(3S)-4-(4-cyanopyrimidin-2-yl)-3-methyl-1,4-diazepane-1-carboxylic acid tert-butyl ester C(C)(C)(C)OC(=O)N1C[C@@H](N(CCC1)C1=NC=CC(=N1)C#N)C